(S)-2'-oxo-1',2'-dihydrospiro[azepane-4,4'-pyrido[2,3-d][1,3]oxazine] O=C1O[C@]2(C3=C(N1)N=CC=C3)CCNCCC2